C(C)(C)NCCOCCOCCOCCOCCOCCOC N-isopropyl-2,5,8,11,14,17-hexaoxanonadec-an-19-amine